2,4-dichloro-N-{5-[(5R)-7-chloro-4,4-difluoro-5-hydroxy-5-(hydroxymethyl)-2,3,4,5-tetrahydro-1H-1-benzazepin-1-carbonyl]pyridin-2-yl}-5-fluorobenzamide ClC1=C(C(=O)NC2=NC=C(C=C2)C(=O)N2CCC([C@@](C3=C2C=CC(=C3)Cl)(CO)O)(F)F)C=C(C(=C1)Cl)F